[O].[C].[Se] selenium carbon oxygen